C(CCCC)O n-amylalcohol